CC(C(=O)O)C\C=C/CC=CCC=CCC=CCC=CCC=CCC cis-methyl-4,7,10,13,16,19-docosahexaenoic acid